C(=O)(OC(C)(C)C)NCC1(CC1)C1=CC=C(C=C1)C1=C(C=C(C=2NC(C3=C(C=CC=C3C12)OC)=O)C)OC 1-(4-(1-(N-BOC-aminomethyl)cyclopropyl)phenyl)-2,7-dimethoxy-4-methyl-6(5H)-phenanthridinone